CC1=C(C=NC=C1)S(=O)(=O)C1=CC=C(C(=O)O)C=C1 4-[(4-methyl-3-pyridinyl)sulfonyl]benzoic acid